[Si](C)(C)(C(C)(C)C)OC[C@@H](COC1=NN(C(=C1[N+](=O)[O-])C)C=1C(=NC(=CC1)C)C)F (R)-3-(3-(3-((tert-butyldimethylsilyl)oxy)-2-fluoropropoxy)-5-methyl-4-nitro-1H-pyrazol-1-yl)-2,6-di-methylpyridine